O1COC2=C1C=CC(=C2)C2=NOC(=N2)CSC2=NC=CC(=N2)C(F)(F)F 2-({[3-(2H-1,3-benzodioxol-5-yl)-1,2,4-oxadiazol-5-yl]methyl}sulfanyl)-4-(trifluoromethyl)pyrimidine